1,3,5-trichlorotricarbonyl-benzene ClC1C(C(C(C(C1=C=O)Cl)=C=O)Cl)=C=O